C(C)S(=O)(=O)NC1CC=C(CC1)C1=C2C(=NC(=C1)NC(=O)C1CC1)NC=C2 N-(4-(4-(ethylsulfonylamino)cyclohex-1-en-1-yl)-1H-pyrrolo[2,3-b]pyridin-6-yl)cyclopropylcarboxamide